2-Morpholino-N-((7-(trifluoromethyl)-10H-phenoxazin-3-yl)methyl)acetamide O1CCN(CC1)CC(=O)NCC=1C=CC=2NC3=CC=C(C=C3OC2C1)C(F)(F)F